1-({5-[5-(difluoromethyl)-1,3,4-oxadiazol-2-yl]-1,3-thiazol-2-yl}methyl)-3-methyl-1,2,3,4-tetrahydro-1,7-naphthyridin-2-one FC(C1=NN=C(O1)C1=CN=C(S1)CN1C(C(CC2=CC=NC=C12)C)=O)F